(R)-(4-chlorobenzofuran-7-yl)(8-methyl-3-(3-methyl-1,2,4-thiadiazol-5-yl)-5,6-dihydro-[1,2,4]triazolo[4,3-a]pyrazin-7(8H)-yl)methanone ClC1=CC=C(C2=C1C=CO2)C(=O)N2[C@@H](C=1N(CC2)C(=NN1)C1=NC(=NS1)C)C